C(CCCCCCCCCCCCCCC)OC1=CC=C(C=C1)CN1N=CN=C1 1-[(4-n-hexadecyloxyphenyl)methyl]-1H-1,2,4-triazole